Methyl (S)-5-amino-6-((oxetan-2-ylmethyl)amino)picolinate NC=1C=CC(=NC1NC[C@H]1OCC1)C(=O)OC